C(C1=CC=CC=C1)(=O)OCCC=1C2=CC=C(C=C2OC2=C(C(C=CC12)=O)N)O 4-amino-2-(6-hydroxy-3-oxo-xanthen-9-yl)-ethyl benzoate